BrC1=C(C=CC=C1)NC1=NC(=NC=C1C(=O)N)NC(=O)[C@@H]1C([C@H]1C=1C=NN(C1)C)CC 4-[(2-bromophenyl)amino]-2-{[(1R,3R)-2-ethyl-3-(1-methyl-1H-pyrazol-4-yl)cyclopropane-1-carbonyl]amino}pyrimidine-5-carboxamide